FC1CN(CCC1)C1=CC=C2C(=N1)N=C(O2)N2CCOCC2 5-(3-fluoropiperidin-1-yl)-2-morpholinooxazolo[4,5-b]pyridin